N-allyl-4-bromoaniline C(C=C)NC1=CC=C(C=C1)Br